C(C)OC(CCC=1C=C(C=CC1)C1(COCC1)C(=O)O)=O 3-(3-(3-Ethoxy-3-oxopropyl)phenyl)tetrahydrofuran-3-carboxylic acid